N-methyl-N-[(3R,4R)-4-methyl-3-piperidinyl]-7H-pyrrolo[2,3-d]pyrimidin-4-amine CN(C=1C2=C(N=CN1)NC=C2)[C@H]2CNCC[C@H]2C